C(CC)C1=C(C(=C(C(=C1OCC)F)F)C1=CC=CC=C1)C1CCCCC1 trans-propyl-cyclohexylphenyl-2,3-difluorophenetole